C(C=C)(=O)N1C[C@@H](CCC1)NC1=C2C(=NC=C1C(=O)OC)NC=C2 methyl (R)-4-((1-acryloylpiperidin-3-yl)amino)-1H-pyrrolo[2,3-b]pyridine-5-carboxylate